hydrazine ammonium hydrogen carbonate C(O)([O-])=O.[NH4+].NN